OC1CC2CC(CC2C1)=O 5-hydroxyhexahydropentalene-2(1H)-one